N-[1-[4-(3,4-dichloro-2-fluoro-anilino)pyrido[3,2-d]pyrimidin-6-yl]azetidin-3-yl]prop-2-enamide ClC=1C(=C(NC=2C3=C(N=CN2)C=CC(=N3)N3CC(C3)NC(C=C)=O)C=CC1Cl)F